C1(CCCC1)C(C1=CC2=C(C(N(CCO2)C[C@@H](CN2CC3=CC=CC=C3CC2)O)=O)C=C1)O 8-[cyclopentyl-(hydroxy)methyl]-4-[(2R)-3-(3,4-dihydro-1H-isoquinolin-2-yl)-2-hydroxy-propyl]-2,3-dihydro-1,4-benzoxazepin-5-one